CN1N=CC=2C(=CC=C(C12)C)B(O)O 1,7-DIMETHYL-1H-INDAZOLE-4-BORONIC ACID